2-(2-isopropylphenyl)-7-methyl-9-(3-(pyridin-2-ylmethoxy)benzyl)-7,9-dihydro-8H-purin-8-one C(C)(C)C1=C(C=CC=C1)C1=NC=C2N(C(N(C2=N1)CC1=CC(=CC=C1)OCC1=NC=CC=C1)=O)C